C(#N)C1=C(C=C(C=C1)NC(C=C(C)N1N=CC(=C1)F)=O)C(F)(F)F N-(4-Cyano-3-(trifluoromethyl)phenyl)-3-(4-fluoro-1H-pyrazol-1-yl)but-2-enamide